1-[(3R,4S)-3,4-dihydroxypyrrolidin-1-yl]-3-[2'-hydroxy-2-(trifluoromethyl)[1,1'-biphenyl]-4-yl]prop-2-yn-1-one O[C@@H]1CN(C[C@@H]1O)C(C#CC1=CC(=C(C=C1)C1=C(C=CC=C1)O)C(F)(F)F)=O